C1C(O1)COCC2CO2 diepoxy propyl ether